COC1C(SC2=CC=CC=C2C1)=O 3-methoxythiochromanone